(3,5-dihydroxy-4-isopropylphenyl)-2-phenylethane OC=1C=C(C=C(C1C(C)C)O)CCC1=CC=CC=C1